ClC1=CC2=C(N(C(N=C2SC)C)C)C=N1 6-chloro-1,2-dimethyl-4-(methylthio)-1,2-dihydropyrido[3,4-d]pyrimidine